BrC=1C=CC(=NC1C)C=1N=NN(C1NC([O-])=O)C (4-(5-bromo-6-methylpyridin-2-yl)-1-methyl-1H-1,2,3-triazol-5-yl)carbamate